FC(CCO)F 3,3-difluoropropanol